2-cyclopentyl-2-isopentyl-1,3-dimethoxypropane C1(CCCC1)C(COC)(COC)CCC(C)C